water phosphate P(=O)(O)(O)O.O